FC1=CC(=C(C=C1F)NC(CO)C)I 2-((4,5-difluoro-2-iodophenyl)Amino)propan-1-ol